N-cyclopropyl-3-(4,5-diphenyloxazol-2-yl)-propanamide C1(CC1)NC(CCC=1OC(=C(N1)C1=CC=CC=C1)C1=CC=CC=C1)=O